O1CCOC2=C1C=CC(=C2)C2CC(=NN2C(NC2=CC=CC=C2)=S)C2=C(C=CC=C2)OC 5-(2,3-dihydrobenzo[1,4]dioxin-6-yl)-3-(2-methoxyphenyl)-N-phenyl-4,5-dihydro-1h-pyrazole-1-thioamide